CSC1=CC(=C(C=C1)[N+](=O)[O-])C(F)(F)F 4-methylsulfanyl-1-nitro-2-(trifluoromethyl)benzene